(R)-3-methyl-4-(6,6,7-trimethyl-2-(1H-pyrazol-3-yl)-6,7,8,9-tetrahydro-2H-1,2,3,7-tetraazabenzo[cd]azulene-4-yl)morpholine C[C@H]1N(CCOC1)C=1C=C2C3=C(N(N=C3CCN(C2(C)C)C)C2=NNC=C2)N1